aluminum trioxide zirconium [Zr+4].[O-2].[O-2].[O-2].[Al+3]